COC(C[C@H]1NC(CC=2C3=CC=CC=C3NC12)C(=O)O)OC (R)-1-(2,2-dimethoxyethyl)-2,3,4,9-tetrahydro-β-carboline-3-carboxylic acid